O[C@@H]1[C@@H]2CC([C@H]3[C@@H]4CC[C@H]([C@@H](CCCC(C5=C(C=CC=C5)OC)O)C)[C@]4(CC[C@@H]3[C@]2(CC[C@@H]1O)C)C)C(=O)O 4β-Hydroxy-3β-Hydroxy-24-[Hydroxy(2-methoxyphenyl)methyl]-5α-cholane-7-carboxylic acid